[N+](=O)([O-])C1=C(C=C(C=C1)N1CCOCC1)N1CCCCC1 (4-nitro-3-(piperidin-1-yl)phenyl)morpholine